4-(4-Cyano-2-(1-ethyl-3-(trifluoromethyl)-1H-pyrazol-4-yl)phenyl)-4,5,6,7-tetrahydrothieno[2,3-c]pyridine-2-carbonitrile C(#N)C1=CC(=C(C=C1)C1C2=C(CNC1)SC(=C2)C#N)C=2C(=NN(C2)CC)C(F)(F)F